(S)-2-(5-(p-tolyl)imidazol-2-yl)piperidine-1-carboxylic acid tert-butyl ester C(C)(C)(C)OC(=O)N1[C@@H](CCCC1)C=1NC(=CN1)C1=CC=C(C=C1)C